FC=1C(=NC=C(C(=O)NCC2=C(C=CC3=C2N(C(=N3)C)C)OC)C1)OC 5-fluoro-6-methoxy-N-((6-methoxy-1,2-dimethyl-1H-benzimidazol-7-yl)methyl)nicotinamide